C(CCCCCCCCCCC)OC=1C=C(C=C(C1OCCCCCCCCCCCC)OCCCCCCCCCCCC)CN (3,4,5-tris(dodecyloxy)phenyl)methanamine